NC1=C2CN(N(C(C2=CC(=C1)F)=O)C1C(NC(CC1)=O)=O)C 3-(5-amino-7-fluoro-3-methyl-1-oxo-3,4-dihydro-phthalazin-2(1H)yl)piperidine-2,6-dione